C12(CCC(C3=CC=CC=C13)C2)C(=O)O 1,2,3,4-tetrahydro-1,4-methanonaphthalene-1-carboxylic acid